N-(4-(4,4,5,5-tetramethyl-1,3,2-dioxaborolan-2-yl)-2-(trifluoromethyl)phenyl)methanesulfonamide CC1(OB(OC1(C)C)C1=CC(=C(C=C1)NS(=O)(=O)C)C(F)(F)F)C